CC1=C(C(C=C1)([Pt+2]C)C)C (trimethyl)methylcyclopentadienyl-platinum(IV)